C(CCC)C(CCCCCCCCC)O Butyl-Decanol